2-(2',5'-Difluoro-[1,1'-biphenyl]-4-yl)-N-methyl-N-(4-methyl-5-(methylsulfinyl)thiazol-2-yl)acetamide FC1=C(C=C(C=C1)F)C1=CC=C(C=C1)CC(=O)N(C=1SC(=C(N1)C)S(=O)C)C